C(CCCCCCCCCCCCCCCCC)(=O)[O-].C(CCCCCCCCCCCCCCCCC)(=O)[O-].C(C)[Al+2] ethylaluminum bis(stearate)